C1(CC1)N1N=CC(=C1)[C@H]1OCC[C@H](C1)C=1N=C(C=2N=C(N(C(C2N1)=O)C)C(F)(F)F)C1=C(C=C(C=C1)F)F 6-((2S,4R)-2-(1-cyclopropyl-1H-pyrazol-4-yl)tetrahydro-2H-pyran-4-yl)-8-(2,4-difluorophenyl)-3-methyl-2-(trifluoromethyl)pyrimido[5,4-d]pyrimidin-4(3H)-one